2-methyl-N-[7-methyl-6-[4-(3-methyltetrahydrofuran-3-yl)piperazin-4-ium-1-yl]-3-isoquinolyl]-3-(1-methylpyrazol-4-yl)cyclopropanecarboxamide CC1C(C1C=1C=NN(C1)C)C(=O)NC=1N=CC2=CC(=C(C=C2C1)N1CC[NH+](CC1)C1(COCC1)C)C